2-(3,5-di-tert-butyl-4-hydroxyphenyl)propionic acid C(C)(C)(C)C=1C=C(C=C(C1O)C(C)(C)C)C(C(=O)O)C